2-((2S,4R)-2-(aminomethyl)-5-chloro-2-phenyl-2,3-dihydrobenzofuran-4-yl)-3-fluoro-4-methoxybenzamide NC[C@@]1(OC2=C(C1)C(=C(C=C2)Cl)C2=C(C(=O)N)C=CC(=C2F)OC)C2=CC=CC=C2